(S)-2-(3-bromophenyl)-4-phenyl-4-(trifluoromethyl)-4H-benzo[4,5]Imidazo[1,2-c][1,3,5]Oxadiazine BrC=1C=C(C=CC1)C1=NC=2N([C@@](O1)(C(F)(F)F)C1=CC=CC=C1)C1=C(N2)C=CC=C1